1,4-Diazabicyclo[2.2.2]-octan N12CCN(CC1)CC2